N-{[4-(furan-2-yl)phenyl]methyl}-4-[(2-methoxyphenyl)methyl]-6-methyl-1-(2-methylpropanoyl)piperazine-2-carboxamide O1C(=CC=C1)C1=CC=C(C=C1)CNC(=O)C1N(C(CN(C1)CC1=C(C=CC=C1)OC)C)C(C(C)C)=O